C(C)(C)(C)N1N=C2C=CC(=C(C2=C1)N1C[C@@H]([C@@H](C1)C)NC(OC(C)(C)C)=O)NC(=O)C1=NN(C(C=C1)=O)C1=C(C=CC=C1F)F tert-butyl N-[(3R,4R)-1-[2-tert-butyl-5-[[1-(2,6-difluorophenyl)-6-oxo-pyridazine-3-carbonyl]amino]indazol-4-yl]-4-methyl-pyrrolidin-3-yl]carbamate